2-amino-4-(pyridin-4-yl)thiazole-5-carbonitrile NC=1SC(=C(N1)C1=CC=NC=C1)C#N